C(C=C)(=O)OCC1=CC(=CC(=C1)COC(C=C)=O)COC(C=C)=O (benzene-1,3,5-triyltris(methylene)) triacrylate